1-(3-(2,6-dioxopiperidin-3-yl)-1-methyl-1H-indazol-7-yl)piperidine-4-carboxaldehyde O=C1NC(CCC1C1=NN(C2=C(C=CC=C12)N1CCC(CC1)C=O)C)=O